7-Aminobenzo[5,6][1,4]dioxino[2,3-b]pyridin NC=1C=CC2=C(OC=3C(=NC=CC3)O2)C1